meso-1,2,3,4-butanetetracarboxylic acid C([C@H]([C@H](CC(=O)O)C(=O)O)C(=O)O)C(=O)O